1-benzyl-3-cyclohexylcarbodiimide C(C1=CC=CC=C1)N=C=NC1CCCCC1